7-(4-Chlorobenzyl)-3-methyl-1-(2-oxopropyl)-8-(3-(trifluoromethoxy)phenoxy)-1H-purine-2,6(3H,7H)-dione ClC1=CC=C(CN2C(=NC=3N(C(N(C(C23)=O)CC(C)=O)=O)C)OC2=CC(=CC=C2)OC(F)(F)F)C=C1